FC=1C=C(C#N)C=CC1C[C@H]1CC(OC1)=O (S)-3-Fluoro-4-((2-oxooxaolidin-4-yl)methyl)benzonitrile